3-[({6-fluoroimidazo[1,2-a]pyridin-5-yl}methyl)amino]-1-[8-(3-fluoropyridin-4-yl)-3,8-diazabicyclo[3.2.1]octan-3-yl]propan-1-one FC=1C=CC=2N(C1CNCCC(=O)N1CC3CCC(C1)N3C3=C(C=NC=C3)F)C=CN2